4-MERCAPTO-4-METHYLPENTAN SC(CCC)(C)C